C1(=CC=CC=C1)N(O)C=O N-phenyl-formohydroxamic acid